(E)-1,4-bis(3-nitrooxypropyl)-1,4-dimethyltetrazene [N+](=O)([O-])OCCCN(\N=N\N(C)CCCO[N+](=O)[O-])C